CC1=NC(=CC(=N1)NC1=NN2C(C=C(C=C2)C2=CC(=NC=C2O[C@@H]2CNCC2)C)=C1)C N-(2,6-dimethylpyrimidin-4-yl)-5-[2-methyl-5-[(3S)-pyrrolidin-3-yl]oxy-4-pyridyl]pyrazolo[1,5-a]pyridin-2-amine